OC1CC(CC1)NC1=C2C(=NC=C1C(=O)OC(C)C)NC=C2 isopropyl 4-((3-hydroxycyclopentyl)amino)-1H-pyrrolo[2,3-b]pyridine-5-carboxylate